2,4-bis(5-(aminomethyl)thiophen-2-yl)-3-oxocyclobutane NCC1=CC=C(S1)C1CC(C1=O)C=1SC(=CC1)CN